C12(CC(C1)C2)NC(OC2=CC=CC=C2)=O phenyl bicyclo[1.1.1]pentan-1-ylcarbamate